ClC=1C=C(C(=C(C1)C1=NC=NN2C1=CC(=C2)CN2C(N(C=CC2=O)C2CC2)=O)C[C@@H]2CNCCO2)C (R)-3-((4-(5-chloro-3-methyl-2-(morpholin-2-ylmethyl)phenyl)pyrrolo[2,1-f][1,2,4]triazin-6-yl)methyl)-1-cyclopropylpyrimidine-2,4(1H,3H)-dione